C(C)(C)(C)OC(=O)N1CCC(CC1)(C)C1=NOC[C@H](O1)CN1CCC(CC1)(F)F |r| rac-4-[5-[(4,4-difluoro-1-piperidinyl)methyl]-5,6-dihydro-1,4,2-dioxazin-3-yl]-4-methyl-piperidine-1-carboxylic acid tert-butyl ester